COC[C@H]1N(C(N(C1)C=1C=C2CN(C(C2=CC1)=O)C1C(NC(CC1)=O)=O)=O)C1=CC=C(C=C1)C 3-(5-((S)-4-(methoxymethyl)-2-oxo-3-(p-tolyl)imidazolidin-1-yl)-1-oxoisoindolin-2-yl)piperidine-2,6-dione